N-(3-bromo-4-methylisoxazol-5-yl)-4-(propyl)amino-10H-cyclohepta[7,6-b]indole-7-carboxamide cinnamate C(C=CC1=CC=CC=C1)(=O)O.BrC1=NOC(=C1C)NC(=O)C1=CC=2NC3=C(C=CC=C3C2CC=C1)NCCC